9-(1-naphthyl)-10-[4-(1-naphthyl)phenyl]anthracene C1(=CC=CC2=CC=CC=C12)C=1C2=CC=CC=C2C(=C2C=CC=CC12)C1=CC=C(C=C1)C1=CC=CC2=CC=CC=C12